C(CCC(=O)O)(=O)O.C(CCC(=O)O)(=O)O.ClC=1C=CC(=C(CCN2C[C@@H](CC2)CN)C1)OCCC (S)-(1-(5-chloro-2-propoxyphenethyl)pyrrolidin-3-yl)methanamine disuccinate